ClC=1C=NN(C1C(=O)NC1=NC=C(C=C1C)C#CC1=CC=CC=C1)C1CCN(CC1)C(C(F)(F)F)=O 4-chloro-N-(3-methyl-5-(phenylethynyl)pyridin-2-yl)-1-(1-(2,2,2-trifluoroacetyl)piperidin-4-yl)-1H-pyrazole-5-carboxamide